2-[2-hydroxy-5-[2-(methacryloyloxy)ethyl]phenyl]-2H-benzotriazole OC1=C(C=C(C=C1)CCOC(C(=C)C)=O)N1N=C2C(=N1)C=CC=C2